N4-(4-guanidinomethyl-phenyl)-2-methyl-terephthalamide N(C(=N)N)CC1=CC=C(C=C1)NC(C1=CC(=C(C(=O)N)C=C1)C)=O